The molecule is a monocarboxylic acid amide formed by nucleophilic ring cleavage of the beta-lactam ring of amoxicillin by butylamine. It is a monocarboxylic acid amide and a thiazolidinemonocarboxylic acid. It derives from an amoxicillin. It is a conjugate acid of an amoxicilloyl-butylamine(1-). CCCCNC(=O)[C@H]([C@@H]1N[C@H](C(S1)(C)C)C(=O)O)NC(=O)[C@@H](C2=CC=C(C=C2)O)N